BrC=1C(=NN(C1)C)C=1C=C(C=CC1)O 3-(4-bromo-1-methyl-1H-pyrazol-3-yl)phenol